5-CHLORO-3-PHENYL-1-PROPYL-1H-PYRAZOLE-4-CARBALDEHYDE ClC1=C(C(=NN1CCC)C1=CC=CC=C1)C=O